C(C)(C)(C)OC(=O)C1=CC=C(C=C1)C1=CC=C(C=C1)CC=1C(=C(SC1C)C)C(=O)NC1CC2(CC(C2)C(=O)O)C1 6-(4-((4'-(tert-butoxycarbonyl)-[1,1'-biphenyl]-4-yl)methyl)-2,5-dimethylthiophene-3-carboxamido)spiro[3.3]heptane-2-carboxylic acid